[Si](C)(C)(C(C)(C)C)OCCOCC(CO)NC(OC(C)(C)C)=O tert-butyl (1-(2-((tert-butyldimethylsilyl)oxy)ethoxy)-3-hydroxypropan-2-yl)carbamate